NC1=NC=CC=C1C1=NC=2C(=NC(=CC2)N2N=CC=N2)N1C=1C=C2CC[C@@H](C2=CC1)NC(C1=C(C=CC=C1)NC(C(=C)F)=O)=O (S)-N-(5-(2-(2-aminopyridin-3-yl)-5-(2H-1,2,3-triazol-2-yl)-3H-imidazo[4,5-b]pyridin-3-yl)-2,3-dihydro-1H-inden-1-yl)-2-(2-fluoroacrylamido)benzamide